9,10-bis(phenylethynyl)anthracene C1(=CC=CC=C1)C#CC=1C2=CC=CC=C2C(=C2C=CC=CC12)C#CC1=CC=CC=C1